C(CCCCCCC)[C@](N(CCCCCCCCCCCC)CCCCCCCCCCCC)(CCC(=O)[O-])C(=O)[O-] octyldodecyllaurylglutamate